N-((1R,2S)-2-fluorocyclopropyl)-5-((1-(6-methoxypyridazin-3-yl)-2-oxo-1,2-dihydropyridin-3-yl)amino)-7-(methylamino)pyrazolo[1,5-a]pyrimidine-3-carboxamide F[C@@H]1[C@@H](C1)NC(=O)C=1C=NN2C1N=C(C=C2NC)NC=2C(N(C=CC2)C=2N=NC(=CC2)OC)=O